OC(C)(C)C1=CN=CC(=N1)NS(=O)(=O)C1CC1 N-(6-(2-hydroxypropan-2-yl)pyrazin-2-yl)cyclopropanesulfonamide